C(=C)C1=CC=C(C[N+](C)(CCCCCCCCCCCCCCCC)CC2=CC=C(C=C2)C=C)C=C1 di(4-vinylbenzyl)hexadecylmethylammonium